FC1=C(CN2CCN(CC2)C=2N=C3C(=NC2C2=NC(=CN=C2)OC)C=NC(=C3)C(C(C)(O)C)O)C=CC(=C1)F.[P].[Rh] rhodium phosphorus (2-(4-(2,4-difluorobenzyl)piperazin-1-yl)-3-(6-methoxypyrazin-2-yl)pyrido[3,4-b]pyrazin-7-yl)-2-methylpropane-1,2-diol